FC1=C(C=CC(=C1)F)N1CC(CC2=CC=CC=C12)NC(C=C)=O N-(1-(2,4-difluorophenyl)-1,2,3,4-tetrahydroquinolin-3-yl)acrylamide